2-(4-(6-((4-Chloro-2-fluorobenzyl)oxy)pyridin-2-yl)piperidin-1-yl)propionic acid ClC1=CC(=C(COC2=CC=CC(=N2)C2CCN(CC2)C(C(=O)O)C)C=C1)F